(R)-(+)-trans-4-(1-aminoethyl)-N-(4-pyridinyl)cyclohexanecarboxamide, dihydrochloride Cl.Cl.N[C@H](C)[C@@H]1CC[C@H](CC1)C(=O)NC1=CC=NC=C1